C(C)(C)(C)OC(=O)N1C2=C(OCC1)C=CC(=C2)C(C(=O)O)O 2-(4-(tert-butoxycarbonyl)-3,4-dihydro-2H-benzo[b][1,4]oxazin-6-yl)-2-hydroxyacetic acid